C[Si](C)(C[SiH](C[Si](C)(C)C)C)C 2,2,4,6,6-pentamethyl-2,4,6-trisilaheptane